N-((R)-3-methyl-1-((3aS,4S,6S,7aR)-3a,5,5-trimethylhexahydro-4,6-methanobenzo[d][1,3,2]dioxaborol-2-yl)butyl)-3-((pyrazin-2-carboxamido)methyl)-4,5-dihydroisoxazol-5-carboxamide CC(C[C@@H](B1O[C@@]2([C@H](O1)C[C@H]1C([C@@H]2C1)(C)C)C)NC(=O)C1CC(=NO1)CNC(=O)C1=NC=CN=C1)C